(S)-N-Fmoc-2-(4-pentenyl)alanine C(=O)(OCC1C2=CC=CC=C2C2=CC=CC=C12)N[C@](C)(C(=O)O)CCCC=C